BrC1=CC(=C(C(=C1)C)NC(OC(C)(C)C)=O)O tert-butyl (4-bromo-2-hydroxy-6-methylphenyl)carbamate